(S)-N1-(1-(3-chlorophenyl)ethyl)-N1-ethyl-ethane-1,2-diamine dihydrochloride Cl.Cl.ClC=1C=C(C=CC1)[C@H](C)N(CCN)CC